O=C(CCCCC(CCSCCC(=O)[O-])SCCC(=O)[O-])NC(C(NCCN1CCCCC1)=O)CCSCCC(OCCCCCCCCCCCCC)=O 3,3'-((8-oxo-8-((1-oxo-4-((3-oxo-3-(tridecyloxy)propyl)thio)-1-((2-(piperidin-1-yl)ethyl)amino)butan-2-yl)amino)octane-1,3-diyl)bis(sulfanediyl))dipropionate